3-(2,5-dioxo-2,5-dihydro-1H-pyrrol-1-yl)piperidine-3-carboxylic acid O=C1N(C(C=C1)=O)C1(CNCCC1)C(=O)O